COC=1C(=CC(=C(C(=O)N2[C@@H](CC(C2)=C)C(=O)OC)C1)[N+](=O)[O-])O[Si](C(C)C)(C(C)C)C(C)C Methyl (S)-1-(5-methoxy-2-nitro-4-((triisopropylsilyl)oxy)benzoyl)-4-methylenepyrrolidine-2-carboxylate